N-(3-Methyl-5-(1H-pyrazol-1-yl)phenyl)quinolin-4-amine CC=1C=C(C=C(C1)N1N=CC=C1)NC1=CC=NC2=CC=CC=C12